N-[5-(5-{1-[(2E)-2-(aminomethyl)-3-fluoroprop-2-en-1-yl]-5-oxo-1,5-dihydro-4H-1,2,4-triazol-4-yl}-4-methylpyridin-2-yl)-1,3-benzothiazol-2-yl]acetamide NC/C(/CN1N=CN(C1=O)C=1C(=CC(=NC1)C=1C=CC2=C(N=C(S2)NC(C)=O)C1)C)=C\F